C(C1=CC=CC=C1)OCCN1C=C(C(=C1C1=C(C=CC=C1)C(F)(F)F)C)C(=O)O (S)-1-(2-(benzyloxy)ethyl)-4-methyl-5-(2-(trifluoromethyl)phenyl)-1H-pyrrole-3-carboxylic acid